FC=1C=C2C(=NC1)NC=C2CCN2CCCCC2 5-fluoro-3-(2-(piperidin-1-yl)ethyl)-1H-pyrrolo[2,3-b]pyridine